CC1COC(O1)=O 5-methyl-2-oxo-1,3-dioxolan